5-(2-methyl-1H-imidazol-4-yl)-1,2,3,6-tetrahydropyridine CC=1NC=C(N1)C1=CCCNC1